FC1=CC(=C(C=C1C1=CC(=NC=C1)N1CCOCC1)NC(=O)C1=CNC(C=C1C(F)(F)F)=O)N1C[C@H](N([C@H](C1)C)C)C |r| N-[4-fluoro-5-(2-morpholin-4-ylpyridin-4-yl)-2-[rac-(3R,5S)-3,4,5-trimethylpiperazin-1-yl]phenyl]-6-oxo-4-(trifluoromethyl)-1H-pyridine-3-carboxamide